N-(4-(2-(2-aminopyridin-3-yl)-5-phenyl-3H-imidazo[4,5-b]pyridin-3-yl)benzyl)-3-(5-hydroxy-3-methyl-1H-pyrazol-1-yl)benzamide NC1=NC=CC=C1C1=NC=2C(=NC(=CC2)C2=CC=CC=C2)N1C1=CC=C(CNC(C2=CC(=CC=C2)N2N=C(C=C2O)C)=O)C=C1